glucosyl-(1→2)-glucose C1([C@H](O)[C@@H](O)[C@H](O)[C@H](O1)CO)O[C@@H](C=O)[C@@H](O)[C@H](O)[C@H](O)CO